N-[[(3S,4S)-1-[4-[(5-cyclopentyl-1H-pyrazol-3-yl)amino]pyrimidin-2-yl]-4-fluoro-pyrrolidin-3-yl]methyl]carbamic acid tert-butyl ester C(C)(C)(C)OC(NC[C@H]1CN(C[C@H]1F)C1=NC=CC(=N1)NC1=NNC(=C1)C1CCCC1)=O